COC1=C(C=CC(=C1)C(F)(F)F)CC=1C(=NC=2N(C1O)N=CN2)O 6-{[2-methoxy-4-(trifluoromethyl)phenyl]methyl}-[1,2,4]triazolo[1,5-a]pyrimidine-5,7-diol